COC1=NNC(=C1C(F)(F)F)N1CCCCCCCC1 1-(3-methoxy-4-trifluoromethyl-1H-pyrazol-5-yl)azonane